BrC=1C=2C(N=C3N(C2C=CC1)C1=CC(=CC=C1C3(C)C)N3CC(NCC3)(C)C)=O 4-bromo-10-(3,3-dimethylpiperazin-1-yl)-7,7-dimethylindolo[1,2-a]quinazolin-5(7H)-one